1-(2-(3-cyclopropylmethoxy-4-methoxyphenyl)-2-cyano-2-(trimethylsilyloxy)ethyl)-2,6-dimethylpyridin-4(1H)-one C1(CC1)COC=1C=C(C=CC1OC)C(CN1C(=CC(C=C1C)=O)C)(O[Si](C)(C)C)C#N